2-[(3-fluorophenyl)amino]-4-[(1-oxo-1,2,3,4-tetrahydroisoquinolin-5-yl)amino]pyrimidine-5-carboxamide FC=1C=C(C=CC1)NC1=NC=C(C(=N1)NC1=C2CCNC(C2=CC=C1)=O)C(=O)N